2-hexyloctyl-5-bromopentanoic acid C(CCCCC)C(CC(C(=O)O)CCCBr)CCCCCC